C(C)N1C(N(C=2N=C(NC2C1=O)\C=C\C=1C=NC(=CC1)OC)CC)=O (E)-1,3-diethyl-8-(2-(6-methoxypyridin-3-yl)vinyl)-1H-purine-2,6(3H,7H)-dione